N-(3,4-dichloro-2-fluorophenyl)-7-(((1s,5r)-3-methyl-3-azabicyclo[3.1.0]hexane-1-yl)ethynyl)-6-nitroquinazolin-4-amine ClC=1C(=C(C=CC1Cl)NC1=NC=NC2=CC(=C(C=C12)[N+](=O)[O-])C#C[C@]12CN(C[C@@H]2C1)C)F